ClC1=C(C=C2C=NN(C2=C1)C1=NC2=NC=CC=C2C=C1)C(=O)N[C@H]1[C@H]2CC[C@@H](C1)N2C#N 6-chloro-N-((1R,2R,4S)-7-cyano-7-azabicyclo[2.2.1]heptan-2-yl)-1-(1,8-naphthyridin-2-yl)-1H-indazole-5-carboxamide